8-fluoro-2-methyl-3-(3-(1,2,3,4-tetrahydroisoquinoline-2-carbonyl)phenyl)-5,6-dihydro-2H-2,6-methanobenzo[g][1,3,5]oxadiazocin-4(3H)-one FC=1C=CC2=C(C3NC(N(C(O2)(C3)C)C3=CC(=CC=C3)C(=O)N3CC2=CC=CC=C2CC3)=O)C1